C1(C(C(C(C(C1O)O)O)O)O)O (1R,2S,3R,4R,5S,6S)-cyclohexane-1,2,3,4,5,6-hexaol